C[C@@H]1N(CC1)C=1N=C(C2=C(N1)CCC2)C=2N(C=CN2)C 2-[(2S)-2-methylazetidin-1-yl]-4-(1-methylimidazol-2-yl)-6,7-dihydro-5H-cyclopenta[d]pyrimidine